S1C(=NC=C1)C1=CC=C2C(=CN(C2=C1)COCC[Si](C)(C)C)C1=NC(=NC=C1C(F)(F)F)N 4-[6-thiazol-2-yl-1-(2-trimethylsilylethoxymethyl)indol-3-yl]-5-(trifluoromethyl)pyrimidin-2-amine